ClC1=CC=C2C=C(NC2=C1)C1=CN=CC2=C1OCCN2C(=O)C2CN(C2)CC2=CC(=CC=C2)F (8-(6-chloro-1H-indol-2-yl)-2,3-dihydro-4H-pyrido[4,3-b][1,4]oxazin-4-yl)(1-(3-fluorobenzyl)-azetidin-3-yl)methanone